Dithiocyanuric acid N1C(=S)NC(=S)NC1=O